(S)-N-hydroxy-3-(4-hydroxyphenyl)-2-(4-((5-phenylthiophene-2-sulfonamido)methyl)-1H-1,2,3-triazol-1-yl)propenamide ONC(C(=CC1=CC=C(C=C1)O)N1N=NC(=C1)CNS(=O)(=O)C=1SC(=CC1)C1=CC=CC=C1)=O